C(CCC)OC1=CC(=C(C=O)C=C1OC)OC 4-butoxy-2,5-dimethoxybenzaldehyde